C1CC12NC([CH]CC2)=O (S)-6λ3-4-azaspiro[2.5]octan-5-one